C1(CC1)C1=CC(=C(C=C1)C1CC2(CN(C2)C(=O)C2CC(C2)(C)O)C1)C (6-(4-Cyclopropyl-2-methylphenyl)-2-azaspiro[3.3]heptan-2-yl)((1s,3s)-3-hydroxy-3-methylcyclobutyl)methanon